(3'-(5-(2-hydroxyethyl)-4,5,6,7-tetrahydrothiazolo[5,4-c]pyridin-2-yl)-2,2'-dimethyl-[1,1'-biphenyl]-3-yl)oxypropyl-1,9-diazaspiro[5.5]undecan-2-one OCCN1CC2=C(CC1)N=C(S2)C=2C(=C(C=CC2)C2=C(C(=CC=C2)OCCCN2C(CCCC21CCNCC1)=O)C)C